CN1CC(=C(C2=CC=C3C(=C12)SC1=C3C=CC=C1)O)C(C(F)(F)F)=O 1-methyl-4-hydroxy-3-(2,2,2-trifluoroethan-1-on-1-yl)-[1]benzothieno[3,2-h]quinolin